3,5,5-trimethyl-3-cyclopentene CC=1CCC(C1)(C)C